BrC=1C(=C(CNCCC2(CCOC3(CCCC3)C2)C2=NC=CC=C2)C=CC1)OC(F)(F)F (3-bromo-2-trifluoromethoxybenzyl)-[2-(9-pyridin-2-yl-6-oxa-spiro[4.5]dec-9-yl)-ethyl]-amine